FC1=CC=C(CNC2=C3C(=NC=N2)N(N=C3)C3=CC(=CC=C3)C)C=C1 4-(4-fluorobenzylamino)-1-(3-methylphenyl)-1H-pyrazolo[3,4-d]pyrimidine